C(C)OC1=C(C=CC=C1)C1=NC(=NC(=N1)C1=C(C=CC=C1)OCC)C1=C(C=C(C=C1)OCCOC(C=C)=O)O 2,4-bis(2-ethoxyphenyl)-6-[2-hydroxy-4-(2-acryloyloxyethoxy)phenyl]s-triazine